(S)-2-(3-acetamido-2-oxopyridin-1(2H)-yl)-N-((S)-1-cyano-2-((S)-2-oxopyridin-3-yl)ethyl)-4-methylpentanamide C(C)(=O)NC=1C(N(C=CC1)[C@H](C(=O)N[C@@H](CC=1C(NC=CC1)=O)C#N)CC(C)C)=O